C(=O)C1=C(C=CC(=O)O)C=CC=C1 2-FORMYLCINNAMIC ACID